NC=1N=C(SC1C(C1=CC=CC=C1)=O)N(C1=C(C=CC=C1)C)[C@H](C(=O)N)C (S)-2-(N-(4-amino-5-benzoyl-thiazol-2-yl)-2-methyl-anilino)propanamide